C(#N)C1=C(C=CC=C1)[C@H]([C@H](C)C=1N(C(C(=C(N1)C(=O)NC=1C=NOC1)O)=O)C)C=1C=NNC1 2-((1s,2s)-1-(2-cyanophenyl)-1-(1H-pyrazol-4-yl)propan-2-yl)-5-hydroxy-N-(isoxazol-4-yl)-1-methyl-6-oxo-1,6-dihydropyrimidine-4-carboxamide